tert-butyl N-[(1S,2S)-2-{[8-bromo-4-({[4-(pyridin-2-yl)phenyl]methyl}amino)pyrazolo[1,5-a][1,3,5]triazin-2-yl]amino}cyclopentyl]carbamate BrC=1C=NN2C1N=C(N=C2NCC2=CC=C(C=C2)C2=NC=CC=C2)N[C@@H]2[C@H](CCC2)NC(OC(C)(C)C)=O